5-chloro-4-(cyclopentylmethoxy)-2-fluoro-N-(((3aS,6aR)-hexahydrocyclopenta[b]pyrrol-1(2H)-yl)sulfonyl)benzamide ClC=1C(=CC(=C(C(=O)NS(=O)(=O)N2[C@H]3[C@H](CC2)CCC3)C1)F)OCC1CCCC1